[Si](C)(C)(C(C)(C)C)OC1(CNC1)C1=CC=C(C=C1)C=1C=CC=2N(C1)C(=CN2)C2=CC=C(C=C2)OC(C)C 3-[(tert-butyldimethylsilyl)oxy]-3-(4-{3-[4-(propan-2-yloxy)phenyl]imidazo[1,2-a]pyridin-6-yl}phenyl)azetidine